BrCC1=CC(OC2=CC(=C(C=C12)OC)OC)=O 4-bromomethyl-6,7-dimethoxycoumarin